4-(bis(4H-benzo[d][1,3]dioxin-6-yl)methyl)piperazine-1-carboxylate O1COCC2=C1C=CC(=C2)C(N2CCN(CC2)C(=O)[O-])C2=CC1=C(OCOC1)C=C2